N-(1-hydroxy-methyl)acrylamide OCNC(C=C)=O